2-(2-(cyclopropanesulfonylamino)thiazol-4-yl)-N-(4-(6-cyclopropylpyrazin-2-yl)phenyl)butanamide C1(CC1)S(=O)(=O)NC=1SC=C(N1)C(C(=O)NC1=CC=C(C=C1)C1=NC(=CN=C1)C1CC1)CC